spiro[3.3]heptan-2-ylmethyl ((2-(2,6-dioxopiperidin-3-yl)-7-methyl-3-oxoisoindolin-5-yl)methyl)carbamate O=C1NC(CCC1N1CC2=C(C=C(C=C2C1=O)CNC(OCC1CC2(C1)CCC2)=O)C)=O